FC=1C=C(C2=C(N(C(N2C)=O)C2C(NC(CC2)=O)=O)C1)C1CCNCC1 3-[6-Fluoro-3-methyl-2-oxo-4-(4-piperidyl)benzimidazol-1-yl]piperidine-2,6-dione